C1(=CC=CC=C1)C1=CC=2N=CN=C(C2S1)N1N=C(N=C1N)NC1=CC=C(C=C1)OCCN1CCCC1 1-(6-Phenylthieno[3,2-d]Pyrimidin-4-yl)-N3-(4-(2-(pyrrolidin-1-yl)ethoxy)phenyl)-1H-1,2,4-triazole-3,5-diamine